N,N-diisopropyldifluoroacetamide C(C)(C)N(C(C(F)F)=O)C(C)C